ClC1=CC=C(C(=N1)F)C1(COC1)O 3-(6-chloro-2-fluoro-3-pyridyl)oxetan-3-ol